C(N)(=O)CCCN(C(=O)C1=C(C=CC=C1)C1=C2C=C3CCC=[N+]4CCCC(=C2OC=2C=5CCCN6CCCC(=CC12)C56)C43)C 16-{2-[(3-carbamoylpropyl)(methyl)carbamoyl]phenyl}-3-oxa-9λ5,23-diazaheptacyclo[17.7.1.15,9.02,17.04,15.023,27.013,28]octacosa-1(27),2(17),4,9,13,15,18-heptaen-9-ylium